CC1(CC1)NS(=O)(=O)C=1C=C(C=2N(C1)C(=NC2)C=2SC(=NN2)C(F)(F)F)N2CCN(CC2)C=2C(NC=CC2)=O N-(1-methylcyclopropyl)-8-(4-(2-oxo-1,2-dihydropyridin-3-yl)piperazin-1-yl)-3-(5-(trifluoromethyl)-1,3,4-thiadiazol-2-yl)imidazo[1,5-a]pyridine-6-sulfonamide